tert-butyl 4-[[1-[[1-[2-(2,6-dioxo-3-piperidyl)-1-oxo-isoindolin-5-yl]azetidin-3-yl]methyl]-4-piperidyl]methyl]piperidine-1-carboxylate O=C1NC(CCC1N1C(C2=CC=C(C=C2C1)N1CC(C1)CN1CCC(CC1)CC1CCN(CC1)C(=O)OC(C)(C)C)=O)=O